(3S,4R)-6-((4-(((S)-2-hydroxy-1-phenylethyl)amino)-5-(3-(quinuclidin-4-yl)-1,2,4-oxadiazol-5-yl)pyrimidin-2-yl)amino)-3,4-dimethylisochroman-1-one OC[C@H](C1=CC=CC=C1)NC1=NC(=NC=C1C1=NC(=NO1)C12CCN(CC1)CC2)NC=2C=C1[C@H]([C@@H](OC(C1=CC2)=O)C)C